2-(3,5-difluorophenyl)acetonitrile FC=1C=C(C=C(C1)F)CC#N